2-[4-methyl-3-[[5-[(5-methyl-1H-indazol-4-yl)carbamoyl]thiazol-2-yl]amino]pyrazol-1-yl]acetic acid CC=1C(=NN(C1)CC(=O)O)NC=1SC(=CN1)C(NC1=C2C=NNC2=CC=C1C)=O